C(C1=CC=CC=C1)N1N=CC(=C1)C=1C=C2C(=NC1)NN=C2 5-(1-Benzyl-1H-pyrazol-4-yl)-1H-pyrazolo[3,4-b]pyridine